ClC=1C(=NC(=NC1)NC1=C(C=C(C(=O)N2CCN(CC2)C(C)=O)C=C1)OC)C=1C=NN(C1)C(C)C 1-(4-(4-((5-chloro-4-(1-isopropyl-1H-pyrazol-4-yl)pyrimidin-2-yl)amino)-3-methoxybenzoyl)piperazin-1-yl)ethan-1-one